COC(CCC(C(C(C)C)S)C)C 7-Methoxy-2,4-dimethyl-octane-3-thiol